ClC=1C=C(C(=O)OC)C=C(C1C)I methyl 3-chloro-5-iodo-4-methyl-benzoate